(Z)-beta-pinene C12C(CCC(C1(C)C)C2)=C